6-[(3S)-3-(cyanomethyl)piperazin-1-yl]-N-(3-hydroxy-1-naphthyl)-2-(3-pyridyl)pyrimidine-4-carboxamide C(#N)C[C@H]1CN(CCN1)C1=CC(=NC(=N1)C=1C=NC=CC1)C(=O)NC1=CC(=CC2=CC=CC=C12)O